1-((3S,4R)-1-(azetidin-3-yl)-3-fluoropiperidin-4-yl)-3-(4-phenoxyphenyl)-1H-pyrazolo[3,4-d]pyrimidin-4-amine N1CC(C1)N1C[C@@H]([C@@H](CC1)N1N=C(C=2C1=NC=NC2N)C2=CC=C(C=C2)OC2=CC=CC=C2)F